(1S,2R,5R)-N-hydroxy-8-(morpholine-4-carbonyl)-3-((6-(4-(2,2,2-trifluoroethoxy)-phenoxy)pyridin-3-yl)sulfonyl)-3,8-diazabicyclo[3.2.1]-octane-2-carboxamide ONC(=O)[C@H]1[C@@H]2CC[C@H](CN1S(=O)(=O)C=1C=NC(=CC1)OC1=CC=C(C=C1)OCC(F)(F)F)N2C(=O)N2CCOCC2